C(C)(C)(C)C1=NC=CC(=C1)C(=O)NC1=C(C=C(C(=C1)C=1C=C(C=2N(C1)C=CN2)N2CCOCC2)C)F 2-Tert-butyl-N-{2-fluoro-4-methyl-5-[8-(morpholin-4-yl)imidazo[1,2-a]pyridin-6-yl]phenyl}pyridine-4-carboxamide